1-(3-(azetidin-3-yl)-1-(4-(trifluoromethoxy)phenyl)-1H-pyrazolo[3,4-b]pyridin-4-yl)-3-hydroxypyrrolidin-2-one N1CC(C1)C1=NN(C2=NC=CC(=C21)N2C(C(CC2)O)=O)C2=CC=C(C=C2)OC(F)(F)F